[O].C(C)(C)C(C(=O)N)=C isopropyl-acrylamide oxygen